O1COC2=C1C=CC(=C2)OC2=NC=NC1=CC(=CC=C21)Br 4-(benzo[d][1,3]dioxol-5-yloxy)-7-bromoquinazoline